C(C)(C)(C)OC(=O)NC1CCC(CC1)N(C(OC(C)(C)C)=O)CC(C1=CC=CC=C1)C1(C(=C(C(C=C1)(C#N)Cl)C1=CC=CC=C1)F)OCC1=NC=CC=N1 tert-Butyl ((1r,4r)-4-((tert-butoxycarbonyl)amino)cyclohexyl)(2-(6-chloro-6-cyano-2-fluoro-3-(pyrimidin-2-ylmethoxy)-[1,1-biphenyl]-3-yl)-2-phenylethyl)carbamate